4-[5-fluoro-1-(pyridin-3-ylmethyl)benzimidazol-2-yl]-1,2,5-oxadiazol-3-amine FC1=CC2=C(N(C(=N2)C=2C(=NON2)N)CC=2C=NC=CC2)C=C1